FC1=C(C(=CC=C1C(=O)C1=CNC2=NC=C(C=C21)C=2C=NC(=NC2)N2C[C@@H](CC2)O)F)NS(=O)(=O)CCC (R)-N-(2,6-difluoro-3-(5-(2-(3-hydroxy-pyrrolidin-1-yl)-pyrimidin-5-yl)-1H-pyrrolo[2,3-b]pyridine-3-carbonyl)phenyl)-propane-1-sulfonamide